BrCC1=CC=C(C=C1)B1OC(C(O1)(C)C)(C)C 2-(4-(bromomethyl)phenyl)-4,4,5,5-tetramethyl-1,3,2-dioxaborole